purineselon N=1C(N=C2N=CN=C2C1)=[Se]